4-hydroxymethyl-2-oxo-1,3-dioxolane OCC1OC(OC1)=O